ClC1=C(OC(C(=O)OCC)(C)C)C=CC(=C1)CN1CCN(CC1)C1=CC=C(C=C1)C(F)(F)F Ethyl 2-(2-chloro-4-((4-(4-(trifluoromethyl)phenyl)piperazin-1-yl)methyl)phenoxy)-2-methylpropanoate